3,3-dimethyl-1,1,1,5,5,5-hexamethoxytrisiloxane C[Si](O[Si](OC)(OC)OC)(O[Si](OC)(OC)OC)C